C(CCCCCCCCCCCCCCC)C(O)(C[N+](C)(C)C)CC([O-])=O Cetyl-carnitine